COC=1C=C(C=CC1C)[C@@H]1CC2(CN(C2)C=O)CC1 ((S)-6-(3-methoxy-4-methylphenyl)-2-azaspiro[3.4]octan-2-yl)methanon